2-amino-6-(2-fluorophenyl)-5-methyl-pyridine-3-carbothioamide NC1=NC(=C(C=C1C(N)=S)C)C1=C(C=CC=C1)F